1-ethyl-6,7-difluoro-5-iodo-1,3-benzodiazole C(C)N1C=NC2=C1C(=C(C(=C2)I)F)F